[(5-nitrofuran-2-yl)methyl]piperazine-1-carboxylate [N+](=O)([O-])C1=CC=C(O1)COC(=O)N1CCNCC1